5-(pyridin-2-yl)-1,3,4-thiadiazole-2-carboxamide N1=C(C=CC=C1)C1=NN=C(S1)C(=O)N